N-(3-(benzo[d][1,3]dioxol-4-yl)-1H-pyrazol-5-yl)-4-((1-methylpiperidin-4-yl)amino)benzamide O1COC2=C1C=CC=C2C2=NNC(=C2)NC(C2=CC=C(C=C2)NC2CCN(CC2)C)=O